OC(=O)C(F)(F)F.CN1N=C(C=C1)C1N(OCC1)C(=O)C1CCN(CC1)C1=CC(=NC=N1)C(=O)N 6-[4-[3-(1-methylpyrazol-3-yl)isoxazolidine-2-carbonyl]-1-piperidyl]pyrimidine-4-carboxamide TFA salt